(R)-1-benzyl-5-methyl-1,4-diazepane tartrate C(=O)(O)C(O)C(O)C(=O)O.C(C1=CC=CC=C1)N1CCN[C@@H](CC1)C